CC1=NOC(=C1C=1C=C(C=CC1OCCO)NC(=O)C1CC1)C N-[3-(3,5-dimethylisoxazol-4-yl)-4-(2-hydroxyethoxy)phenyl]cyclopropanecarboxamide